C(C)N(CCN(C(C=C1C2N(C(O1)=O)CCC2)=O)CC2=CC=C(C=C2)C2=C(C=C(C=C2)C(F)(F)F)OCC(F)(F)F)CC N-(2-(diethylamino)ethyl)-2-(3-oxotetrahydro-1H,3H-pyrrolo[1,2-c]oxazol-1-ylidene)-N-((2'-(2,2,2-trifluoroethoxy)-4'-(trifluoromethyl)-[1,1'-biphenyl]-4-yl)methyl)acetamide